C(C)(=O)N1C[C@@H](CC1)CN1C[C@@H](N(CC1)C=1C(=C(C=C(C1)C#N)NC1=NC=2N(C(=N1)NC1CC1)N=CC2C#N)Cl)C 2-((3-((S)-4-(((S)-1-acetylpyrrolidin-3-yl)methyl)-2-methylpiperazin-1-yl)-2-chloro-5-cyanophenyl)amino)-4-(cyclopropylamino)pyrazolo[1,5-a][1,3,5]triazine-8-carbonitrile